CC1=C(C=CC2=CC3=CC=CC=C3C=C12)C 1,2-dimethylanthracene